FC(N1C(=NN=C1)CCCN1CC(CC1)C1=CNC2=CC=CC=C12)F 3-(1-(3-(4-(difluoromethyl)-4H-1,2,4-triazol-3-yl)propyl)pyrrolidin-3-yl)-1H-indole